tert-butyl(2-(2-fluoro-6-(methoxymethoxy)-8-(4,4,5,5-tetramethyl-1,3,2-dioxaborolan-2-yl)naphthalen-1-yl)ethoxy)dimethylsilane C(C)(C)(C)[Si](C)(C)OCCC1=C(C=CC2=CC(=CC(=C12)B1OC(C(O1)(C)C)(C)C)OCOC)F